2-[6-(tert-butylamino)-7-methoxyquinolin-4-yl]-3-[(3-chloro-2-methoxyphenyl)amino]-5H,6H,7H-pyrazolo[1,5-a]pyrazin-4-one C(C)(C)(C)NC=1C=C2C(=CC=NC2=CC1OC)C1=NN2C(C(NCC2)=O)=C1NC1=C(C(=CC=C1)Cl)OC